BrC1=C(SC(=C1)C=1C(=NN(C1)COCC[Si](C)(C)C)C)C(=O)OC methyl 3-bromo-5-(3-methyl-1-((2-(trimethylsilyl)ethoxy)methyl)-1H-pyrazol-4-yl)thiophene-2-carboxylate